(E)-5-(4-fluoro-3-methylphenyl)pent-4-enal tert-butyl-citronellate C(C)(C)(C)OC(CC(C)CCC=C(C)C)=O.FC1=C(C=C(C=C1)/C=C/CCC=O)C